C(C)(C)(C)OC(=O)N1[C@](C[C@H](C1)C1=C(C=CC=C1)C)(C(=O)O)CC1=CC=CC=C1 benzyl-(2S,4S)-4-(o-tolyl)pyrrolidine-1,2-dicarboxylic acid 1-(tert-butyl) ester